2-((3S)-3-((7H-pyrrolo[2,3-d]pyrimidin-7-yl)methyl)-3-methyl-1-(nitromethyl)cyclohexyl)ethyl acetate C(C)(=O)OCCC1(C[C@@](CCC1)(C)CN1C=CC2=C1N=CN=C2)C[N+](=O)[O-]